ClC1=NC(=NC(=N1)C1=CC(=CC=C1)[Si](C1=CC=CC=C1)(C1=CC=CC=C1)C1=CC=CC=C1)C1=C(C(=C(C(=C1[2H])[2H])[2H])[2H])N1C2=C(C(=C(C(=C2C=2C(=C(C(=C(C12)[2H])[2H])[2H])[2H])[2H])[2H])[2H])[2H] 9-(2-(4-chloro-6-(3-(triphenylsilyl)-phenyl)-1,3,5-triazin-2-yl)phenyl-3,4,5,6-d4)-9H-carbazole-1,2,3,4,5,6,7,8-d8